(6-Bromopyridin-3-yl)(4,4-difluoropiperidin-1-yl)methanone BrC1=CC=C(C=N1)C(=O)N1CCC(CC1)(F)F